N-(2-((4-(2,2-Dimethyl-2,3-dihydrofuro[2,3-c]pyridin-5-yl)thiazol-2-yl)amino)-5-(trifluoromethyl)pyridin-3-yl)-N-methylacetamide CC1(CC=2C(=CN=C(C2)C=2N=C(SC2)NC2=NC=C(C=C2N(C(C)=O)C)C(F)(F)F)O1)C